BrC1=CC=2C=3C(NC2C=C1)=C(C(N(C3C(=O)NC(C)(C)C)C3=CC=C(C=C3)Cl)=O)C3=CC=CC=C3 8-bromo-N-tert-butyl-2-(4-chlorophenyl)-3-oxo-4-phenyl-3,5-dihydropyrido[4,3-b]indole-1-carboxamide